2-(4-trifluoromethyl-phenyl)-5-(4-tertiary butyl-2-naphthyl)pyrido[3,4-b]pyrazine FC(C1=CC=C(C=C1)C=1N=C2C(=NC1)C(=NC=C2)C2=CC1=CC=CC=C1C(=C2)C(C)(C)C)(F)F